1-[2-(2-{1-methyl-1-[2-(2-methyl-propane-1-sulfinyl)ethoxy]-ethyl}-phenoxy)-pyridin-3-yl]-3-(4-trifluoromethoxy-phenyl)-urea CC(C)(OCCS(=O)CC(C)C)C1=C(OC2=NC=CC=C2NC(=O)NC2=CC=C(C=C2)OC(F)(F)F)C=CC=C1